C(=O)O.C(=O)O.CN1C(CC(CC1)CCN[C@H](C1=CC=CC=C1)[C@@H]1CNC2=C(O1)N=CC(=C2)C=2C=NN(C2)C)=O 1-methyl-4-(2-(((R)-((S)-7-(1-methyl-1H-pyrazol-4-yl)-2,3-dihydro-1H-pyrido[2,3-b][1,4]oxazin-3-yl)(phenyl)methyl)amino)ethyl)piperidin-2-one diformate